ClC1=C(C=CC(=C1)F)C(=O)N1C[C@@H]2CC[C@H](C1)N2C2=CC(=CC=1N2C=CN1)S(=O)(=O)CC(C)(C)C (2-chloro-4-fluoro-phenyl)-[(1S,5R)-8-[7-(2,2-dimethylpropylsulfonyl)imidazo[1,2-a]pyridin-5-yl]-3,8-diazabicyclo[3.2.1]octan-3-yl]methanone